2-[4-[(3S)-3-Pyrazin-2-ylisoxazolidine-2-carbonyl]-1-piperidyl]pyrimidine-4-carboxamide N1=C(C=NC=C1)[C@H]1N(OCC1)C(=O)C1CCN(CC1)C1=NC=CC(=N1)C(=O)N